tert-butyl 4-[5-[1-(1,6-dimethylpyrazolo[3,4-b]pyridin-4-yl)-5-methyl-3,6-dihydro-2H-pyridin-4-yl]-6-methyl-pyrazin-2-yl]piperazine-1-carboxylate CN1N=CC=2C1=NC(=CC2N2CCC(=C(C2)C)C=2N=CC(=NC2C)N2CCN(CC2)C(=O)OC(C)(C)C)C